1-butyl-3-quinolin-3-ylthiourea C(CCC)NC(=S)NC=1C=NC2=CC=CC=C2C1